6-[4-(3-fluorophenoxy)-6-(trifluoromethyl)pyrimidin-2-yl]-decahydro-1,6-naphthyridine FC=1C=C(OC2=NC(=NC(=C2)C(F)(F)F)N2CC3CCCNC3CC2)C=CC1